molybdenum-tungsten-titanium [Ti].[W].[Mo]